(1-((2s,3r,4r,5r)-3-fluoro-4-hydroxy-5-(hydroxymethyl)tetrahydrofuran-2-yl)-2-oxo-1,2-dihydropyrimidin-4-yl)-6-methylpyrazine-2-carboxamide F[C@H]1[C@H](O[C@@H]([C@H]1O)CO)N1C(N=C(C=C1)C=1C(=NC(=CN1)C)C(=O)N)=O